FC(C(=O)O)(F)F.FC(C(=O)O)(F)F.NCC(CN1N=NN(C1=O)C=1SC=C(C1)C1=CC=C(C=C1)N1CCNCC1)=C(F)F 1-[2-(aminomethyl)-3,3-difluoro-allyl]-4-[4-(4-piperazin-1-ylphenyl)-2-thienyl]tetrazol-5-one di-trifluoroacetate